C(C)OC(/C(=N/N1C(CCC12COCC2)=O)/N)=O (2Z)-2-amino-2-[(2-oxo-7-oxa-1-azaspiro[4.4]non-1-yl)imino]acetic acid ethyl ester